(1-(2-cyanophenyl)piperidin-4-yl)acetamide C(#N)C1=C(C=CC=C1)N1CCC(CC1)CC(=O)N